2-[1-(3-Trimethylsilanylpropyl)-1H-benzimidazol-2-yl]-benzoxazol C[Si](CCCN1C(=NC2=C1C=CC=C2)C=2OC1=C(N2)C=CC=C1)(C)C